ClC=1C=C(C=CC1Cl)C(=O)N1CC=2C(=NN3C2C=2C(CC(C3)O)=CON2)CC1 (3,4-Dichlorophenyl)(5-hydroxy-5,6,9,10-tetrahydro-4H-isoxazolo[3,4-c]pyrido[4',3':3,4]pyrazolo[1,5-a]azepin-11(12H)-yl)methanone